(4R)-4-[3-[3-[4-[3-(2,2-Dimethyl-propyl)triazol-4-yl]phenyl]azetidin-1-yl]-3-oxo-propyl]oxazolidin-2-one CC(CN1N=NC=C1C1=CC=C(C=C1)C1CN(C1)C(CC[C@H]1NC(OC1)=O)=O)(C)C